(S)-1-(2-ethynylthiazol-4-yl)-3-(3-hydroxy-1-oxo-1-(3-azaspiro[5.5]undecan-3-yl)-propan-2-yl)urea C(#C)C=1SC=C(N1)NC(=O)N[C@H](C(N1CCC2(CC1)CCCCC2)=O)CO